8-bromo-1,6-naphthyridine BrC=1C=NC=C2C=CC=NC12